(R)-N-(8,9-difluoro-6-oxo-1,2,3,4,5,6-hexahydrophenanthridin-1-yl)-5,6-difluoro-N-methyl-1H-indole-2-carboxamide FC=1C=C2C(NC=3CCC[C@H](C3C2=CC1F)N(C(=O)C=1NC2=CC(=C(C=C2C1)F)F)C)=O